FC(C)(F)C=1C=CC=2N(C1)C(=C(N2)N2CC1=NC=C(C=C1C2=O)C(F)(F)F)S(=O)(=O)CC 6-[6-(1,1-difluoroethyl)-3-ethylsulfonyl-imidazo[1,2-a]pyridin-2-yl]-3-(trifluoromethyl)-7H-pyrrolo[3,4-b]pyridin-5-one